spiro[cyclohexane-1,1'-isoquinolin]-4'-one C12(N=CC(C3=CC=CC=C13)=O)CCCCC2